4-Cyclopropyl-2-(4-fluoro-2-methylphenoxy)-N-(4-fluoro-3-(2-hydroxy-3-(2-hydroxyacetylamino)propoxy)phenyl)-5-(trifluoromethyl)benzamide C1(CC1)C1=CC(=C(C(=O)NC2=CC(=C(C=C2)F)OCC(CNC(CO)=O)O)C=C1C(F)(F)F)OC1=C(C=C(C=C1)F)C